3-bromo-2-iodo-8-methoxyquinoline-6-carboxylic acid methyl ester COC(=O)C=1C=C2C=C(C(=NC2=C(C1)OC)I)Br